4-amino-1-methyl-1,2,4-triazolium iodide CN1C=[N+](C=N1)N.[I-]